4-((E)-[3-(methoxymethyl)-4-(sulfonatomethylamino)phenyl]azo)-benzenesulfonate COCC=1C=C(C=CC1NCS(=O)(=O)[O-])\N=N\C1=CC=C(C=C1)S(=O)(=O)[O-]